N-cyclobutyl-9-isopropyl-7,10-dioxo-6-(4-(trifluoromethyl)benzyl)-2,6,9-triazaspiro[4.5]decane-2-carboxamide C1(CCC1)NC(=O)N1CC2(CC1)N(C(CN(C2=O)C(C)C)=O)CC2=CC=C(C=C2)C(F)(F)F